ClC=1C2=C(N=CN1)N(C=C2)S(=O)(=O)C2=CC=C(C=C2)C 4-chloro-7-[(4-methylphenyl)sulfonyl]-7H-pyrrolo[2,3-d]pyrimidine